C(C)(=O)O[Sn](C1=CC=CC=C1)(C1=CC=CC=C1)C1=CC=CC=C1 acetoxytriphenyl-tin